4-((4-hydroxyphenyl)diazenyl)benzoic acid OC1=CC=C(C=C1)N=NC1=CC=C(C(=O)O)C=C1